CC1=CC=C(C=C1)S(=O)(=O)O[C@@H](C(=O)OC)C methyl (2R)-2-[(4-methylbenzenesulfonyl)oxy]propanoate